CN(CCN(C1=C(C=C(C(=C1)OC)NC1=NC=CC(=N1)C1=CC2=C(N=C(O2)C)C(=C1)F)NC(C=C)=O)C)C N-(2-((2-(dimethylamino)ethyl)(methyl)amino)-5-((4-(4-fluoro-2-methylbenzo[d]oxazole-6-yl)pyrimidin-2-yl)amino)-4-methoxyphenyl)acrylamide